COC1CC(C1)COC1C(C2=C(C=CC=C2C1)SC(F)(F)F)=O ((3-methoxycyclobutyl)methoxy)-7-(trifluoromethylthio)-2,3-dihydro-1H-inden-1-one